C(CCCCCCCCCCC=C)#N tridec-12-enenitrile